5-((5-(diethylamino)pentan-2-yl)amino)-N-(5-methylquinolin-8-yl)pyrazine-2-carboxamide C(C)N(CCCC(C)NC=1N=CC(=NC1)C(=O)NC=1C=CC(=C2C=CC=NC12)C)CC